N(C)C[C@H](O)[C@@H](O)[C@H](O)[C@H](O)CO.C(=O)(O)C1=CC2=C(N=C(O2)C2=CC(=CC(=C2)Cl)Cl)C=C1 6-carboxy-2-(3,5-dichlorophenyl)-benzoxazole meglumine salt